2-((3-(2,6-Dioxopiperidin-3-yl)-1-methyl-1H-indazol-7-yl)oxy)-N-(4-(trifluoro-methyl)thiazol-2-yl)acetamide O=C1NC(CCC1C1=NN(C2=C(C=CC=C12)OCC(=O)NC=1SC=C(N1)C(F)(F)F)C)=O